FC=1C(=NC=C(C1C1=C(C=NC(=C1)C)C(=O)NC=1SC(=NN1)OC1(CC1)[C@H]1COCC1)OC)C 3'-fluoro-5'-methoxy-2',6-dimethyl-N-(5-(1-((R)-tetrahydrofuran-3-yl)cyclopropoxy)-1,3,4-thiadiazol-2-yl)-[4,4'-bipyridine]-3-carboxamide